C(#N)[Zn].[O] oxygen cyanozinc